C(=O)OCC1=CC(=CC=C1)N1CCC(CC1)O [3-(4-hydroxypiperidin-1-yl)phenyl]methyl formate